octamethylenediamine NCCCCCCCCN